2-[5-(1-phenyl-1H-pyrrol-2-yl)-furan-2-ylmethylene]-malononitrile C1(=CC=CC=C1)N1C(=CC=C1)C1=CC=C(O1)C=C(C#N)C#N